5-(4-methoxyphenyl)-1H-pyrazol COC1=CC=C(C=C1)C1=CC=NN1